(S)-N-(4-methyl-3-(2-morpholino-6-(oxetan-3-ylamino)pyridin-4-yl)phenyl)-3-(2,2,2-trifluoroethyl)pyrrolidine-1-carboxamide CC1=C(C=C(C=C1)NC(=O)N1C[C@@H](CC1)CC(F)(F)F)C1=CC(=NC(=C1)NC1COC1)N1CCOCC1